t-butyl benzoyl peroxide ethylhexanoate C(C)OC(CCCCC)=O.C(C1=CC=CC=C1)(=O)OOC(C)(C)C